N,N-diethyl-anthracene-9-carboxamide C(C)N(C(=O)C=1C2=CC=CC=C2C=C2C=CC=CC12)CC